C(C(O)C)(=O)OC(C(O)C)=O lactyllactate